4-fluoro-7-methyl-N-((1R,3S)-3-(pyridin-3-yl)cyclohexyl)-1H-indole FC1=C2C=CN(C2=C(C=C1)C)[C@H]1C[C@H](CCC1)C=1C=NC=CC1